deoxyadenosine triphosphate sodium salt [Na+].P([O-])(=O)(OP(=O)([O-])OP(=O)([O-])[O-])OC[C@@H]1[C@H](C[C@@H](O1)N1C=NC=2C(N)=NC=NC12)O.[Na+].[Na+].[Na+]